BrC=1C(=C(C=CC1Cl)NC(CC(=O)O)=C=O)F 3-((3-bromo-4-chloro-2-fluorophenyl)amino)-3-carbonylpropionic acid